N-(5-(3-cyclopropylbenzyl)pyridin-2-yl)-1-methyl-6-oxo-1,4,5,6-tetrahydropyridazine-3-carboxamide C1(CC1)C=1C=C(CC=2C=CC(=NC2)NC(=O)C2=NN(C(CC2)=O)C)C=CC1